1-naphthyl (amyl) thioether C(CCCC)SC1=CC=CC2=CC=CC=C12